FC1=CC=C(C=C1)C1=CC(=NC=C1)N1C(C2=CC=C(C=C2C1=O)C=1N=NNC1)=O 2-[4-(4-Fluorophenyl)-pyridin-2-yl]-5-(1H-[1,2,3]triazol-4-yl)-isoindole-1,3-dione